C1(CC1)C(=O)NC1=NC=C(C(=O)NOC)C(=C1)NC=1C(=NC(=CC1)OC)N(S(=O)(=O)C)C 6-(Cyclopropanecarboxamido)-N-methoxy-4-((6-methoxy-2-(N-methylmethylsulfonamido)pyridin-3-yl)amino)nicotinamide